(3S)-1-(1-(3-Bromo-5-methylphenyl)ethyl)-3-methylpiperidine BrC=1C=C(C=C(C1)C)C(C)N1C[C@H](CCC1)C